CN(C=1C=C2N(C(N1)=O)C[C@H]1N2CCC1)CC1=CC(=C(C(=C1)F)F)F (S)-3-(methyl(3,4,5-trifluorobenzyl)amino)-7,8,8a,9-tetrahydropyrrolo[1',2':3,4]imidazo[1,2-c]pyrimidin-1(6H)-one